1,3-bis(2,4-difluorophenyl)-4-(furan-3-yl)-N-(2-methoxyethyl)-5-methyl-4,5-dihydro-1H-pyrazole-5-carboxamide FC1=C(C=CC(=C1)F)N1N=C(C(C1(C(=O)NCCOC)C)C1=COC=C1)C1=C(C=C(C=C1)F)F